N1(CCOCC1)CC[C@H](CSC1=CC=CC=C1)N (2R)-4-(morpholin-4-yl)-1-(phenylsulfanyl)butan-2-amine